S(SCCC(C(=O)O)N)CCC(C(=O)O)N 4,4'-disulfanediylbis(2-aminobutyric acid)